Cl.FC=1C(=NC(=NC1)NC1=NC=C(C=C1)N1CCNCC1)C=1C=C2C=CC=NC2=CC1F 5-Fluoro-4-(7-fluoroquinolin-6-yl)-N-(5-(piperazin-1-yl)pyridin-2-yl)pyrimidin-2-amine hydrochloride